FC1(CCN(CCC1)C1=C(C(=O)O)C=C(C(=N1)C)C#C)F 2-(4,4-difluoroazepan-1-yl)-5-ethynyl-6-methylnicotinic acid